O=C1N(C(CCC1N1CC2=CC=C(C=C2C1=O)C=O)=O)COCC[Si](C)(C)C 2-(2,6-dioxo-1-((2-(trimethylsilyl)ethoxy)methyl)piperidin-3-yl)-3-oxoisoindoline-5-carbaldehyde